N-Cyclohexyl-3-(4-methoxyphenyl)-N-(3-thienyl)prop-2-enamide C1(CCCCC1)N(C(C=CC1=CC=C(C=C1)OC)=O)C1=CSC=C1